BrC=1C=CC(=C(C1)CO)C=1C(=NC(=NC1)SC)OC {5-bromo-2-[4-methoxy-2-(methylsulfanyl)pyrimidin-5-yl]phenyl}methanol